C1(=CC=CC=C1)[C@H]1NCCCC1 (2S)-2-phenylpiperidine